FC(OC=1C=NC(=NC1)NC=1C=C(C=CC1)N(C(=O)C12CC(C1)(C2)F)CC21CCC(CC2)(CC1)C1=NC=C(C=C1)C(F)(F)F)F N-(3-((5-(difluoromethoxy)pyrimidin-2-yl)amino)phenyl)-3-fluoro-N-((4-(5-(trifluoromethyl)pyridin-2-yl)bicyclo[2.2.2]octan-1-yl)methyl)bicyclo[1.1.1]pentane-1-carboxamide